C(CC)N(C1=CC=C(C=C1)C=CC=C)CCC 4-dipropylaminophenyl-1,3-butadiene